(3-(tetrahydro-2H-pyran-4-yl)-3H-imidazo[4,5-b]Pyridin-5-yl)methanol O1CCC(CC1)N1C=NC=2C1=NC(=CC2)CO